1-[(R)-3-(3-{5-[(R)-(1,3-dimethyl-azetidin-3-yl)-hydroxy-(4-isopropyl-phenyl)-methyl]-pyridin-3-yl}-[1,2,4]Oxadiazol-5-yl)-pyrrolidin-1-yl]-ethanone CN1CC(C1)(C)[C@@](C=1C=C(C=NC1)C1=NOC(=N1)[C@H]1CN(CC1)C(C)=O)(C1=CC=C(C=C1)C(C)C)O